6-(3-cyclopropyl-2-oxoimidazolidin-1-yl)-4-{[2-methoxy-3-(2-methyl-2H-1,2,3-triazol-4-yl)phenyl]amino}-N-(2H3)methylpyridazine-3-carboxamide C1(CC1)N1C(N(CC1)C1=CC(=C(N=N1)C(=O)NC([2H])([2H])[2H])NC1=C(C(=CC=C1)C1=NN(N=C1)C)OC)=O